CN(C)CC1CCC(CC1)SCC1=NC2=C(C=CC=C2C(N1)=O)C 2-(((4-((Dimethylamino)methyl)cyclohexyl)thio)methyl)-8-methylquinazolin-4(3H)-one